Tert-butyl N-[6-bromo-5-(trifluoromethyl)-3-pyridyl]-N-tert-butoxycarbonyl-carbamate BrC1=C(C=C(C=N1)N(C(OC(C)(C)C)=O)C(=O)OC(C)(C)C)C(F)(F)F